COC1=CC=C(CN2CCN(C3=CC=C(C=C23)C=2C=NN(C2)C)C2=C3C=C(C(N(C3=CC=C2)C)=O)C)C=C1 5-(4-(4-methoxybenzyl)-6-(1-methyl-1H-pyrazol-4-yl)-3,4-dihydroquinoxalin-1(2H)-yl)-1,3-dimethylquinolin-2(1H)-one